1-(4-(7-(2,4-difluorophenyl)-8-fluoro-6-methylquinazolin-4-yl)piperazin-1-yl)prop-2-en-1-one FC1=C(C=CC(=C1)F)C1=C(C=C2C(=NC=NC2=C1F)N1CCN(CC1)C(C=C)=O)C